C(C)(C)(C)C=1C=C(C=C(C1)C(C)(C)C)C1=CC=C(C=C1)Cl 3',5'-di-t-butyl-4-chloro-1,1'-biphenyl